OC(C#CC=1C2=C(C(N(C1)C)=O)NC(=C2C(=O)OC(CC#N)(C)C)C)(C)C (2-cyano-1,1-dimethyl-ethyl) 4-(3-hydroxy-3-methyl-but-1-ynyl)-2,6-dimethyl-7-oxo-1H-pyrrolo[2,3-c]pyridine-3-carboxylate